CC(CCCCC)OC(COC=1C=CC(=C2C=CC=NC12)Cl)=O.CC=1C=CC(=NC1)NC(CC1=C(COC2=C(SC=C2)C(=O)NC=2C=NC=CC2)C=CC=C1)=O 3-(2-(2-((5-methylpyridin-2-yl)amino)-2-oxoethyl)benzyloxy)-N-(pyridin-3-yl)thiophene-2-carboxamide 1-methylhex-1-yl-(5-chloro-8-quinolineoxy)acetate